C(\C=C\C(=O)O)(=O)O.C(C)OC([C@H](C)NP(=O)(OCC1=CC=CC=C1)COCCN1C2=NC(=NC(=C2N=C1)OC)N)=O (2S)-ethyl-2-((((2-(2-amino-6-methoxy-9H-purin-9-yl)-ethoxy)-methyl) (benzyloxy)-phosphoryl)-amino)-propionate monofumarate